dipropylene glycol mono-iso-propyl ether C(C)(C)OC(C)COC(C)CO